NC=1C2=C(N=CN1)C(=NC(=C2)C2CC2)C=2C(=C(C=CC2C)O)C (S)-3-(4-Amino-6-cyclopropylpyrido[3,4-d]pyrimidin-8-yl)-2,4-dimethylphenol